3-(6-chloro-3-(1H-imidazol-1-yl)-5-methoxy-1-methyl-1H-pyrrolo[3,2-b]pyridin-2-yl)-N,N-dimethyl-1H-1,2,4-triazole-5-carboxamide ClC=1C=C2C(=NC1OC)C(=C(N2C)C2=NNC(=N2)C(=O)N(C)C)N2C=NC=C2